2-(6-(((1S,2S,3R,5R)-2-fluoro-1,8-dimethyl-8-azabicyclo[3.2.1]octan-3-yl)oxy)pyridazin-3-yl)-5-(4-methyl-2H-1,2,3-triazol-2-yl)phenol F[C@H]1[C@@]2(CC[C@H](C[C@H]1OC1=CC=C(N=N1)C1=C(C=C(C=C1)N1N=CC(=N1)C)O)N2C)C